O=C1NC(C(N1)C1CCN(CC1)S(=O)(=O)N[C@@H](C(C)C1=C(C(=CC=C1F)C)C)C=1OC(NN1)=O)=O 4-(2,5-dioxoimidazolidin-4-yl)-N-((1S)-2-(6-fluoro-2,3-dimethylphenyl)-1-(5-oxo-4,5-dihydro-1,3,4-oxadiazol-2-yl)propyl)piperidine-1-sulfonamide